ClC=1C=NN(C1)C(C(=O)O)(C)C 2-(4-chloro-1H-pyrazol-1-yl)-2-methylpropanoic acid